N[C@@H](CCCNC(N)=N)C(=O)O.C(CCC)N1CN(C=C1)C 1-butyl-3-methylimidazole arginine salt